N-((3-(4-(2-(2,6-dioxopiperidin-3-yl)-1,3-dioxoisoindolin-5-yl)piperazine-1-carbonyl)-phenyl)(8-hydroxy-5-methylquinolin-7-yl)methyl)butyramide O=C1NC(CCC1N1C(C2=CC=C(C=C2C1=O)N1CCN(CC1)C(=O)C=1C=C(C=CC1)C(NC(CCC)=O)C1=CC(=C2C=CC=NC2=C1O)C)=O)=O